Ethyl ((R)-((2-aminoethyl)thio)(phenoxy)phosphoryl)-L-alaninate TFA salt OC(=O)C(F)(F)F.NCCS[P@](=O)(OC1=CC=CC=C1)N[C@@H](C)C(=O)OCC